BrC=1C(=NN2C1C(OCC2)=O)C2=NC=C(C=C2)F 3-Bromo-2-(5-fluoropyridin-2-yl)-6,7-dihydro-4H-pyrazolo[5,1-c][1,4]oxazin-4-one